C12(CC3CC(CC(C1)C3)C2)NCCOCCOCCNC2=C3C(N(C(=NC3=CC=C2)C)C2C(NC(CC2)=O)=O)=O 3-(5-((2-(2-(2-(((3s,5s,7s)-adamantan-1-yl)amino)ethoxy)ethoxy)ethyl)amino)-2-Methyl-4-oxoquinazolin-3(4H)-yl)piperidine-2,6-dione